[Se-]C#N Selenocyanat